COC=1C=C(CN2C(NC3=CC=C(C=C3C2=O)[N+](=O)[O-])=O)C=CC1OC 3-(3,4-dimethoxybenzyl)-6-nitro-2,4(1H,3H)-quinazolinedione